5-(4-(benzothiophen-4-yl)piperazin-1-yl)-1-tosyl-1H-indole-3-carbaldehyde S1C=CC2=C1C=CC=C2N2CCN(CC2)C=2C=C1C(=CN(C1=CC2)S(=O)(=O)C2=CC=C(C)C=C2)C=O